(piperazin-1-yl)cyclopropane-1-carboxylic acid ethyl ester hydrochloride Cl.C(C)OC(=O)C1(CC1)N1CCNCC1